tert-butyl (2-((adamantan-1-ylmethyl)amino)ethyl)carbamate C12(CC3CC(CC(C1)C3)C2)CNCCNC(OC(C)(C)C)=O